FC1=CC=C(C=C1)NC(=O)C=1C(NC(CC1O)C1=CC(=C(C=C1)C(F)(F)F)C=1C=NC(=CC1)F)=O N-(4-fluorophenyl)-6-[3-(6-fluoropyridin-3-yl)-4-(trifluoromethyl)phenyl]-4-hydroxy-2-oxo-1,2,5,6-tetrahydropyridin-3-carboxamide